2-(4-((2-(difluoromethyl)-2H-tetrazol-5-yl) (phenyl) methylpiperazine-1-carbonyl) pyridin-4-yl)-6,7-dihydro-oxazolo[4,5-c]pyridine-5(4H)-carboxylate FC(N1N=C(N=N1)C1(N(CCNC1)C(=O)C1(CC=NC=C1)C=1OC2=C(CN(CC2)C(=O)[O-])N1)CC1=CC=CC=C1)F